C(C)(C)(C)C1CCC(CC1)(O)C=CC=O 3-(4-(tert-butyl)-1-hydroxycyclohexyl)acrylaldehyde